ClC1=C(C(=O)NC[C@H](CC2=CC(=C(C=C2)C(NC)=O)F)N(C)C)C=CC(=C1)Cl (S)-2,4-dichloro-N-(2-(dimethylamino)-3-(3-fluoro-4-(methylcarbamoyl)phenyl)propyl)benzamide